C(C)(=O)N1CCC(CC1)OC(CN1C(N(C(C2=C1SC=C2C)=O)C(C(=O)OC(C)(C)C)(C)C)=O)C2=C(C=CC=C2)OC tert-butyl 2-(1-(2-((1-acetylpiperidin-4-yl) oxy)-2-(2-methoxyphenyl) ethyl)-5-methyl-2,4-dioxo-1,4-dihydrothieno[2,3-d]pyrimidin-3(2H)-yl)-2-methylpropionate